O=C1NC(CCC1N1C(C(=CC1=O)N(CC(=O)OCC)C)=O)=O ethyl N-(1-(2,6-dioxopiperidin-3-yl)-2,5-dioxo-2,5-dihydro-1H-pyrrol-3-yl)-N-methylglycinate